8-benzyl-2-(((tetrahydro-2H-pyran-4-yl)thio)methyl)quinazolin-4(3H)-one C(C1=CC=CC=C1)C=1C=CC=C2C(NC(=NC12)CSC1CCOCC1)=O